ClC1=C(OCC=2OC(=CN2)C(=O)N2C[C@@H](N(CC2)CC2=NC3=C(N2C[C@H]2OCC2)C=C(C=C3)C(=O)O)C)C=CC(=C1)Cl 2-{[(2S)-4-{2-[(2,4-dichlorophenoxy)methyl]-1,3-oxazole-5-carbonyl}-2-methylpiperazin-1-yl]methyl}-1-{[(2S)-oxetan-2-yl]methyl}-1H-1,3-benzodiazole-6-carboxylic acid